(+/-)-3-acetoxy-2-methylbutanoic acid ethyl ester C(C)OC(C(C(C)OC(C)=O)C)=O